N3-(3-fluoro-4-(4-pyrrolidin-1-yl-piperidin-1-yl)phenyl)-1H-1,2,4-triazole-3,5-diamine FC=1C=C(C=CC1N1CCC(CC1)N1CCCC1)NC1=NNC(=N1)N